ClC1=NC(=CC(=C1)C=1C(=NN2C1N=C(C=C2)NC(=NC#N)N)C2=CC(=CC=C2)C#N)C 1-[3-(2-Chloro-6-methyl-4-pyridyl)-2-(3-cyanophenyl)pyrazolo[1,5-a]pyrimidin-5-yl]-2-cyano-guanidine